3-(Trimethoxy silyl)propyl methacrylate C(C(=C)C)(=O)OCCC[Si](OC)(OC)OC